Benzyl ((2S)-1-(((2S)-4-methyl-1-(((1S)-1-(oxiran-2-yl)-2-((S)-2-oxopyrrolidin-3-yl)ethyl)amino)-1-oxopentan-2-yl)amino)-3-(naphthalen-1-yl)-1-oxopropan-2-yl)carbamate CC(C[C@@H](C(=O)N[C@@H](C[C@H]1C(NCC1)=O)C1OC1)NC([C@H](CC1=CC=CC2=CC=CC=C12)NC(OCC1=CC=CC=C1)=O)=O)C